1-[[4-[[4-[[2-(6-methyl-2-pyridyl)pyrimidin-4-yl]amino]pyrimidin-2-yl]amino]phenyl]methyl]pyrrolidine-3-carboxylic acid CC1=CC=CC(=N1)C1=NC=CC(=N1)NC1=NC(=NC=C1)NC1=CC=C(C=C1)CN1CC(CC1)C(=O)O